(S)-(1-fluoro-3-(6-fluoro-1-oxo-3,4-dihydroisoquinolin-2(1H)-yl)propan-2-yl)carbamic acid tert-butyl ester C(C)(C)(C)OC(N[C@H](CF)CN1C(C2=CC=C(C=C2CC1)F)=O)=O